C(C)(=O)OC1OC(CC1OC(C)=O)C(C)(C)OC(C(F)(F)F)=O 5-(2-(2,2,2-trifluoroacetoxy)propan-2-yl)tetrahydrofuran-2,3-diyl diacetate